FC(CN1C(=NC=2C1=NC(=CC2)C2=CNC=1N=C(N=CC12)NCCC(F)(F)F)C)F 5-(3-(2,2-difluoroethyl)-2-methyl-3H-imidazo[4,5-b]pyridin-5-yl)-N-(3,3,3-trifluoropropyl)-7H-pyrrolo[2,3-d]pyrimidin-2-amine